C(C=C)(=O)NC=1C=C(C=CC1)C=1C=C(C=C2C=NC=NC12)C1=CC=C(C(=O)NC2=CC(=CC=C2)C(F)(F)F)C=C1 4-(8-(3-acrylamidophenyl)quinazolin-6-yl)-N-(3-(trifluoromethyl)phenyl)-benzamide